5-bromo-1-(3-methoxypropyl)indoline-2,3-dione BrC=1C=C2C(C(N(C2=CC1)CCCOC)=O)=O